(4-chlorophenyl)-4-[3-(3-methoxyphenylethyl)-1-[2-(4-morpholinyl)ethyl]ureido]-3-methylbenzamide ClC1=CC=C(C=C1)C1=C(C(=O)N)C=CC(=C1C)N(C(=O)NCCC1=CC(=CC=C1)OC)CCN1CCOCC1